C(C)(=O)OCCCCCCCCC\C=C\C=C\C=C/C (E,E,Z)-10,12,14-Hexadecatrienyl acetate